C1(=CC=CC=C1)C1=CSC=C1C1=CC=CC=C1 3,4-diphenyl-thiophene